3-((6-bromo-1-oxoisoquinolin-2(1H)-yl)methyl)-N-methylbenzamide BrC=1C=C2C=CN(C(C2=CC1)=O)CC=1C=C(C(=O)NC)C=CC1